NC1=NC2=CC(=CC=C2C(=N1)N[C@@](CO)(CCCC)C)C1=CC(N(C=C1CN(C)CCO)C)=O (R)-4-(2-Amino-4-((1-hydroxy-2-methylhexan-2-yl)amino)quinazolin-7-yl)-5-(((2-hydroxyethyl)(methyl)amino)methyl)-1-methylpyridin-2(1H)-one